CC=1C=C(C=C2C3=C(NC12)N=CN=C3)C(=O)[O-] 8-methyl-9H-pyrimido[4,5-b]indole-6-carboxylate